N1N=CC2=CC(=CC=C12)NC1=NC=C(C(=N1)NC1=C(C=CC=C1)CS(=O)(=O)N)Cl (2-((2-((1H-indazol-5-yl)amino)-5-chloropyrimidin-4-yl)amino)phenyl)methylsulfonamide